(naphthaleneformaldehyde) sodium [Na].C1(=CC=CC2=CC=CC=C12)C=O